3-chloranyl-4-iodanyl-pyridin-2-amine ClC=1C(=NC=CC1I)N